7-[2-(3-chloro-2-pyridyl)-5-(difluoromethyl)pyrazol-3-yl]-5-methyl-1H-pyrazolo[3,4-f][3,1]benzoxazin-9-one ClC=1C(=NC=CC1)N1N=C(C=C1C1=NC2=C(C(O1)=O)C1=C(C=C2C)C=NN1)C(F)F